CN(CCOC=1C=CC(=C(C(=O)NC2(CC2)C=2C=C(C=CC2)C=2CCCCC2)C1)C)C 5-(2-(Dimethylamino)ethoxy)-2-methyl-N-(1-(2',3',4',5'-tetrahydro-[1,1'-biphenyl]-3-yl)cyclopropyl)benzamide